N-(4-fluorophenyl)-N-(2-((4-methoxyphenyl)amino)pyrimidin-4-yl)cyclopropane-1,1-dicarboxamide FC1=CC=C(C=C1)N(C(=O)C1(CC1)C(=O)N)C1=NC(=NC=C1)NC1=CC=C(C=C1)OC